C(C)(C)(C)OC(NC1=CC=2C(=NC=C(C2S1)C)Cl)=O N-(4-chloro-7-methyl-thieno[3,2-c]pyridin-2-yl)carbamic acid tert-butyl ester